[Li+].C(#N)C(C(=O)NC=1N=C2N(N=C(C=C2)C=2C=NC(=C(C(=O)[O-])C2)C)C1)(C)C 5-(2-(2-cyano-2-methylpropanamido)imidazo[1,2-b]pyridazin-6-yl)-2-methylnicotinic acid, lithium salt